(1R,3S)-N-(7-chloro-6-(4-((3S,4S)-4-hydroxy-3-methyltetrahydrofuran-3-yl)piperazin-1-yl)isoquinolin-3-yl)-5-oxaspiro[2.5]octane-1-carboxamide ClC1=C(C=C2C=C(N=CC2=C1)NC(=O)[C@@H]1C[C@]12COCCC2)N2CCN(CC2)[C@]2(COC[C@H]2O)C